(4-methoxyphenoxy)-2-nitrobenzenesulfonamide COC1=CC=C(OC=2C(=C(C=CC2)S(=O)(=O)N)[N+](=O)[O-])C=C1